C(C)(C)(C)C1=C(C=C(N)C=C1)OCCCCCC 4-(tert-butyl)-3-(hexyloxy)aniline